benzyl (cis)-8-methoxy-2,3,4,4a,6,10b-hexahydro-1H-isochromeno[4,3-b]pyridine-1-carboxylate COC=1C=CC2=C(C1)CO[C@@H]1[C@H]2N(CCC1)C(=O)OCC1=CC=CC=C1